(2s,4r)-4-(4-fluorophenyl)-1-((4-phenoxybutyryl)glycyl)pyrrolidine-2-carboxylic acid FC1=CC=C(C=C1)[C@H]1C[C@H](N(C1)C(CNC(CCCOC1=CC=CC=C1)=O)=O)C(=O)O